C(C=C)(=O)OCC=C acrylic acid, allyl ester